FC1=C(N=CC2=C1C(C=1NC=3C=C(C=CC3C1C2=O)C(=O)N)(C)C)N2CCC(CC2)N2CCOCC2 4-Fluoro-5,5-dimethyl-3-(4-morpholin-4-yl-piperidin-1-yl)-11-oxo-6,11-dihydro-5H-pyrido[4,3-b]carbazole-8-carboxylic acid amide